IC1=NN(C=C1C=O)C1OCCCC1 3-iodo-1-(oxacyclohex-2-yl)-1H-pyrazole-4-carbaldehyde